CN1C=C(C2=CC=CC=C12)/C=C/C(=O)N1C(C=CCC1)=O 1-[(2E)-3-(1-methyl-1H-indol-3-yl)prop-2-enoyl]-5,6-dihydropyridin-2(1H)-one